Ethyl 7-[bis[2-[2-[2-[2-[2-[2-[2-[2-[2-[2-[2-(2-methoxyethoxy)ethoxy]ethoxy]ethoxy]ethoxy] ethoxy]ethoxy]ethoxy]ethoxy]ethoxy]ethoxy]ethyl]amino]-2-oxo-chromene-3-carboxylate COCCOCCOCCOCCOCCOCCOCCOCCOCCOCCOCCOCCN(C1=CC=C2C=C(C(OC2=C1)=O)C(=O)OCC)CCOCCOCCOCCOCCOCCOCCOCCOCCOCCOCCOCCOC